CC1=NC(=CC=C1C=1C(=C(C=CC1)COC1=CC=C(C=C1)C1=CC(=NS1=O)O)C)OCCCO 5-(4-((3-(2-methyl-6-(3-hydroxypropoxyl)pyridine-3-yl)-2-methylphenyl)methoxy)phenyl)isothiazole-3-ol 1-oxide